(Z)-2-((tert-Butoxycarbonyl)amino)-3-(2-oxo-1,2,5,6,7,8-hexahydroquinolin-3-yl)acrylate C(C)(C)(C)OC(=O)N\C(\C(=O)[O-])=C/C=1C(NC=2CCCCC2C1)=O